ethyl 8-fluoro-6-(thiazole-5-carbonyl)-2,6-diazaspiro[3.4]octane-8-carboxylate FC1(CN(CC12CNC2)C(=O)C2=CN=CS2)C(=O)OCC